C1(CCCC1)N(C1=CC=C(C=N1)C1=C2C=C(C(=CC2=CC2=C1C(OC2)=O)OC)OC)C 9-(6-(cyclopentyl(methyl)amino)pyridin-3-yl)-6,7-dimethoxynaphtho[2,3-c]furan-1(3H)-one